2-bromo-1-(6-methoxypyridin-3-yl)ethanone BrCC(=O)C=1C=NC(=CC1)OC